p-chloro-N-(4-(trifluoromethyl)benzyl)benzamide ClC1=CC=C(C(=O)NCC2=CC=C(C=C2)C(F)(F)F)C=C1